NC(COC1=NC(=NC(=C1)C1=C(C=CC=C1C)C)NS(=O)(=O)C=1C=C(C(=O)O)C=CC1)C1(CC1)C(C)C 3-[[4-[2-amino-2-(1-isopropylcyclopropyl)ethoxy]-6-(2,6-dimethylphenyl)pyrimidin-2-yl]sulfamoyl]benzoic acid